C1(=CC=CC=C1)C=1OCC(N1)C(=O)[O-] 2-phenyl-4,5-dihydrooxazole-4-carboxylate